tris(propan-2-yl)silane CC(C)[SiH](C(C)C)C(C)C